5-{[(2,2-Dimethylpropanoyl)amino]methyl}-N-(1-methyl-1H-indazol-4-yl)-2-(trifluoromethyl)benzamide CC(C(=O)NCC=1C=CC(=C(C(=O)NC2=C3C=NN(C3=CC=C2)C)C1)C(F)(F)F)(C)C